NCCN(C(C1=CC=CC=C1)=O)CCNC(OC(C)(C)C)=O tert-butyl (2-(N-(2-aminoethyl)benzamido)ethyl)carbamate